(morpholinomethyl)-2-(piperidin-1-yl)aniline tri-hydrochloride Cl.Cl.Cl.O1CCN(CC1)CNC1=C(C=CC=C1)N1CCCCC1